N=1C(=CN2C1COCC2)C=2C(=CC(=NC2)NC(C)=O)NC2=NC(=NC(=C2)C)C(C)(C)F N-(5-(5,6-dihydro-8H-imidazo[2,1-c][1,4]oxazin-2-yl)-4-((2-(2-fluoropropan-2-yl)-6-methylpyrimidin-4-yl)amino)pyridin-2-yl)acetamide